C(C(C)C)C1=CC=C(C=C1)[C@@H](C(=O)O)C (S)-2-(4-isobutylphenyl)propionic acid